1-(2,6-dioxo-3-piperidyl)-2-oxo-benzo[cd]indole-5-carboxylic acid O=C1NC(CCC1N1C(C2=C3C(C=CC=C13)=C(C=C2)C(=O)O)=O)=O